dibromo-9-phenyl-9H-fluoren BrC1=C(C=2C(C3=CC=CC=C3C2C=C1)C1=CC=CC=C1)Br